(2R)-1-{(2S)-6-[6-(difluoromethyl)pyridin-2-yl]-7-methyl-3,4-dihydro-1H-spiro[1,8-naphthyridine-2,3'-pyrrolidin]-1'-yl}-2-(5-fluoro-2-methoxypyridin-4-yl)propan-1-one FC(C1=CC=CC(=N1)C=1C=C2CC[C@]3(CN(CC3)C([C@H](C)C3=CC(=NC=C3F)OC)=O)NC2=NC1C)F